ortho-hydroxyethyl-benzenesulfonic acid OCCC1=C(C=CC=C1)S(=O)(=O)O